C(CCC)C1(C(C2=C(C(=C(C=C2C1)OCC(=O)O)Cl)Cl)=O)C1CCCC1 2-((2-butyl-6,7-dichloro-2-cyclopentyl-1-oxo-2,3-dihydro-1H-inden-5-yl)oxy)acetic acid